NC1=NC2=CC(=CC=C2C=C1Cl)CC[C@H]1S[C@H]([C@@H]([C@@H]1O)O)N1C=CC2=C1N=CN=C2C (2R,3S,4R,5R)-2-[2-(2-amino-3-chloroquinolin-7-yl)ethyl]-5-(4-methyl-7H-pyrrolo[2,3-d]pyrimidin-7-yl)tetrahydrothiophene-3,4-diol